N1(CCNCCC1)C=1C=CC=2N(C(C=C(N2)C2=CC3=C(N=C(O3)C)C=C2)=O)C1 7-(1,4-diazacycloheptan-1-yl)-2-(2-methyl-1,3-benzoxazol-6-yl)-4H-pyrido[1,2-a]pyrimidin-4-one